2-(3-bromophenyl)-3-methylpyridine BrC=1C=C(C=CC1)C1=NC=CC=C1C